ClC1=C(C=CC=C1)F 4-chloro-3-fluorobenzene